(1R)-5-[5-(difluoromethyl)-1,2,4-oxadiazol-3-yl]-2,3-dihydro-1H-inden-1-amine hydrochloride Cl.FC(C1=NC(=NO1)C=1C=C2CC[C@H](C2=CC1)N)F